C(C)(C)(C)OC([C@H](CC=1SC=C(N1)C1=CC=CC(=N1)C=1SC=C(N1)C(=O)OCC)NC(=O)OC(C)(C)C)=O ethyl (S)-2-(6-(2-(3-(tert-butoxy)-2-((tert-butoxycarbonyl)amino)-3-oxopropyl)thiazol-4-yl)pyridin-2-yl)thiazol-4-carboxylate